methyl 3,4-epoxycyclohexylmethyl-3,4-epoxycyclohexyl-carboxylate C1(CC2C(CC1)O2)CC2(CC1C(CC2)O1)C(=O)OC